FC(OC=1C=C(C=CC1O)C=1N=C2N(C(C1)=O)C=C(C=C2)N2CCNCC2)F 2-[3-(Difluoromethoxy)-4-hydroxyphenyl]-7-(piperazin-1-yl)-4H-pyrido[1,2-a]pyrimidin-4-one